bis(1,3-dimethylcyclopentadienyl)hafnium dichloride [Cl-].[Cl-].CC1(C=C(C=C1)C)[Hf+2]C1(C=C(C=C1)C)C